(2R,4R)-6-chloro-4-hydroxy-N-[3-(4-{[2-(trifluoromethoxy)ethoxy]methyl}-1H-1,2,3-triazol-1-yl)bicyclo[1.1.1]pentan-1-yl]-3,4-dihydro-2H-1-benzopyran-2-carboxamide ClC=1C=CC2=C([C@@H](C[C@@H](O2)C(=O)NC23CC(C2)(C3)N3N=NC(=C3)COCCOC(F)(F)F)O)C1